C(CC)SC=1NC(C2=C(N1)NC(CC2C2=CC=C(C=C2)OC2=CC=CC=C2)=O)=O 2-propylmercapto-5-(4-phenoxyphenyl)-5,6-dihydropyrido[2,3-d]pyrimidine-4,7(3H,8H)-dione